CN(CCN(C1=C(C=C(C(=C1)OC)N)[N+](=O)[O-])C)C N-(2-(dimethylamino)ethyl)-5-methoxy-N-methyl-2-nitrobenzene-1,4-diamine